3-methyl-4-(4-(dimethylamino)piperidin-1-yl)anilineterephthalic acid (2-ethyl) ester CCOC(C1=CC=C(C(=O)O)C=C1NC1=CC(=C(C=C1)N1CCC(CC1)N(C)C)C)=O